(2-amino-3-(3-(4-((2,3,5-trifluorophenoxy)methyl)benzyl)isoxazol-5-yl)pyridin-1-ium-1-yl)methyl hydrogen phosphate P(=O)(OC[N+]1=C(C(=CC=C1)C1=CC(=NO1)CC1=CC=C(C=C1)COC1=C(C(=CC(=C1)F)F)F)N)(O)[O-]